3-((3-(azetidin-1-yl)propanoyl)oxy)-2-(((2-hexyldecanoyl)oxy)methyl)propyl nonyl adipate C(CCCCC(=O)OCCCCCCCCC)(=O)OCC(COC(CCN1CCC1)=O)COC(C(CCCCCCCC)CCCCCC)=O